2-Chloro-4-((S)-8-(4-(4-((4-(3-(((R)-2,6-dioxopiperidin-3-yl)amino)phenyl)-3-oxopiperazin-1-yl)methyl)piperidine-1-carbonyl)phenyl)-3-methyl-2,8-diazaspiro[4.5]decan-2-yl)benzonitrile ClC1=C(C#N)C=CC(=C1)N1CC2(C[C@@H]1C)CCN(CC2)C2=CC=C(C=C2)C(=O)N2CCC(CC2)CN2CC(N(CC2)C2=CC(=CC=C2)N[C@H]2C(NC(CC2)=O)=O)=O